C(C)(=O)OC1(CN(C1)CC1=C(C=C(C=C1C)Br)C)C [1-[(4-bromo-2,6-dimethyl-phenyl)methyl]-3-methyl-azetidin-3-yl] acetate